BrC=1C=C2CN(CNC2=C(C1)Br)[C@@H]1CC[C@H](CC1)O trans-4-(6,8-dibromo-1,4-dihydroquinazolin-3(2H)-yl)cyclohexanol